C(C)(C)(C)C1=C(C=CC=C1)NC1=CC2=CC=CC=C2C=C1 N-(2-tert-butylphenyl)-2-naphthylamine